C(C)OC=1C=C(C=CC1C=1NC(C2=C(N1)NN=N2)=O)C2=CC(=CC=C2)[C@H]2[C@@H](C2)C(=O)O |r| Rac-trans-2-(3'-ethoxy-4'-(7-oxo-6,7-dihydro-3H-[1,2,3]triazolo[4,5-d]pyrimidin-5-yl)-[1,1'-biphenyl]-3-yl)cyclopropane-1-carboxylic acid